[Re](=O)(=O)(=O)[O-].[NH+]=1NN=C2C1C=CC=C2 Benzotriazolium Perrhenate